4-(benzyloxy)-2-methyl-1-(pyrimidin-2-yl)indole C(C1=CC=CC=C1)OC1=C2C=C(N(C2=CC=C1)C1=NC=CC=N1)C